N1N=CC2=CC(=CC=C12)NC1=NC(=NC=C1)C=1C=C2CN(CC2=CC1)C(=O)NC(C)C 5-(4-((1H-indazol-5-yl)amino)pyrimidin-2-yl)-N-isopropylisoindoline-2-carboxamide